ClC1=C(CNC(=O)[C@]2(C=3C=CC=NC3[C@@](CC2)(COC)O)F)C=CC(=C1)F |o1:7,14| (5S*,8S*)-N-(2-chloro-4-fluorobenzyl)-5-fluoro-8-hydroxy-8-(methoxy-methyl)-5,6,7,8-tetrahydroquinoline-5-carboxamide